FC=1C=C(C(=NC1)C(F)(F)F)C1=CC(=C(C=C1)S(=O)(=O)C)C 5-fluoro-3-(3-methyl-4-(methylsulfonyl)phenyl)-2-(trifluoromethyl)pyridin